COC1CCN(CC1)C1=NC=C(C=N1)O 2-(4-methoxypiperidin-1-yl)pyrimidin-5-ol